C\C(=C/CSC1=CC=C(C(=O)N)C=C1)\CC\C=C(\CCC=C(C)C)/C 4-((2E,6E)-3,7,11-TRIMETHYLDODECA-2,6,10-TRIENYLTHIO)BENZAMIDE